Cl.COC1=C(C=C(C=C1)OC)S(=O)(=O)NC=1C=NC=2CCNCC2C1 2,5-Dimethoxy-N-(5,6,7,8-tetrahydro-1,6-naphthyridin-3-yl)benzenesulfonamide hydrochloride